(S)-6-(trifluoromethyl)-2,3-dihydrobenzofuran-3-amine FC(C1=CC2=C([C@@H](CO2)N)C=C1)(F)F